FC1(CCN(CC1)C(=O)C=1N=C(SC1)C(=O)NCCC(C)(C)O)F 4-(4,4-Difluoropiperidine-1-carbonyl)-N-(3-hydroxy-3-methylbutyl)thiazole-2-carboxamide